FC1=CC=C(C=C1)N(N)C(N)=S 4-fluorophenylhydrazinecarbothioamide